N-(3-bromo-1-(2-(1,1-difluoroethyl)pyrimidin-4-yl)-1H-pyrazolo[4,3-c]pyridin-6-yl)acetamide BrC1=NN(C2=C1C=NC(=C2)NC(C)=O)C2=NC(=NC=C2)C(C)(F)F